N-(3-(chloromethyl)-1,2,4-thiadiazol-5-yl)-4-(3-(difluoromethoxy)phenyl)furan-2-carboxamide ClCC1=NSC(=N1)NC(=O)C=1OC=C(C1)C1=CC(=CC=C1)OC(F)F